4-hydroxy-5-tertiary butyl-benzenepropionic acid OC1=CC=C(C=C1C(C)(C)C)CCC(=O)O